[NH+]12CCCC=C2CNC1 1,8-Diazabicyclo[4.3.0]non-5-enium